CC(C)C=1CC=C(CC1)C=NO N-{[4-(prop-2-yl)cyclohex-1,4-dien-1-yl]methylene}hydroxylamine